C(C)N1N=C2C=C(C=CC2=C1)C1=C(C=CC=C1OC)F 2-ethyl-6-(2-fluoro-6-methoxyphenyl)-2H-indazole